BrC1=CC=C(C=C1)P1(CCN(CC1)C)=O 4-(4-bromophenyl)-1-methyl-1,4-azaphosphinane 4-oxide